(3R)-N-[2,4-difluoro-3-[8-methyl-7-oxo-2-(2-piperazin-1-ylethylamino)pyrido[2,3-d]pyrimidin-6-yl]phenyl]-3-fluoropyrrolidine-1-sulfonamide hydrochloride Cl.FC1=C(C=CC(=C1C1=CC2=C(N=C(N=C2)NCCN2CCNCC2)N(C1=O)C)F)NS(=O)(=O)N1C[C@@H](CC1)F